[N-](S(=O)(=O)C(F)(F)F)S(=O)(=O)C(F)(F)F.C(=C)N1CN(C=C1)CCC 1-vinyl-3-propylimidazole bistrifluoromethanesulfonimide salt